NC1=NC=CC=C1C1=NC=2C(=NC(=CC2)F)N1C=1C=C2CC[C@@H](C2=CC1)NC(C1=CC(=C(C=C1)O)C=O)=O N-[(1S)-5-[2-(2-aminopyridin-3-yl)-5-fluoroimidazo[4,5-b]pyridin-3-yl]-2,3-dihydro-1H-inden-1-yl]-3-formyl-4-hydroxybenzamide